(3-methylphenyl)furan CC=1C=C(C=CC1)C=1OC=CC1